C(=O)C=1C(=C(C(=O)[O-])C(=CC1O)O)O 3-formyl-2,4,6-trihydroxybenzoate